CS(=O)(=O)NC=1SC=C(N1)C1=CC=C(OC2CN(C2)C=2C(=C(C(=O)O)C=CC2)N2C=CC=C2)C=C1 3-(3-(4-(2-(methylsulfonamido)thiazol-4-yl)phenoxy)azetidin-1-yl)-2-(1H-pyrrol-1-yl)benzoic acid